N-[[6-[2-methyl-4-(trifluoromethyl)thiazole-5-carbonyl]-6-azaspiro[2.5]octan-2-yl]methyl]-1,3-dihydropyrrolo[3,4-c]pyridine-2-carboxamide CC=1SC(=C(N1)C(F)(F)F)C(=O)N1CCC2(C(C2)CNC(=O)N2CC=3C=NC=CC3C2)CC1